COC(C(=C=O)C1=C(C=CC=C1)CBr)=O (E)-2-(2'-bromomethylphenyl)-2-carbonyl-acetic acid methyl ester